CN1C(N(C2=C1C=CC=C2)C=2C=CC(=NC2)N[C@@H]2C[C@H](CC2)NC(OC(C)(C)C)=O)=O tert-Butyl ((1S,3S)-3-((5-(3-methyl-2-oxo-2,3-dihydro-1H-benzo[d]imidazol-1-yl)pyridin-2-yl)amino)cyclopentyl)carbamate